(1S,3R,4S)-N-[(1S)-1-cyano-2-[(3S)-2-oxopyrrolidin-3-yl]ethyl]-2-[2-(3,5-dichlorophenyl)-2,2-difluoro-acetyl]-5,5-difluoro-2-azabicyclo[2.2.2]octane-3-carboxamide C(#N)[C@H](C[C@H]1C(NCC1)=O)NC(=O)[C@@H]1N([C@@H]2CC([C@H]1CC2)(F)F)C(C(F)(F)C2=CC(=CC(=C2)Cl)Cl)=O